C(C)NCC1=CC=C(C=C1)C(CO)(F)F 2-(4-((ethylamino)methyl)phenyl)-2,2-difluoroethan-1-ol